NC1=C(C(=O)O)C=C(C(=C1OC)OC)OC 2-amino-3,4,5-trimethoxybenzoic acid